C(C1=CC=CC=C1)N1C(N(C(C(C1=O)=C(N)N)=O)C1CCC(CC1)(C)CN1C2(COC2)C(NC1=O)=O)=O Benzyl-5-(diaminomethylene)-3-((1r,4r)-4-((6,8-dioxo-2-oxa-5,7-diazaspiro[3.4]octan-5-yl)methyl)-4-methylcyclohexyl)pyrimidine-2,4,6(1H,3H,5H)-trione